1-(4-Aminophenyl)sulfonyl-4-(3,5-dichlorophenyl)piperidin-4-ol NC1=CC=C(C=C1)S(=O)(=O)N1CCC(CC1)(O)C1=CC(=CC(=C1)Cl)Cl